3-((R)-3-((tert-butoxycarbonyl)amino)-1-((S)-6-(tert-butyl)-5,6,7,8-tetrahydrothieno[2,3-b]quinoline-2-carboxamido)propyl)benzoic acid C(C)(C)(C)OC(=O)NCC[C@@H](NC(=O)C1=CC=2C(=NC=3CC[C@@H](CC3C2)C(C)(C)C)S1)C=1C=C(C(=O)O)C=CC1